7-amino-3-(2-fluoro-6-methyl-phenyl)-1-[(3R)-1-methylpyrrolidin-3-yl]-4H-pyrimido[4,5-d]pyrimidin-2-one NC1=NC=C2C(=N1)N(C(N(C2)C2=C(C=CC=C2C)F)=O)[C@H]2CN(CC2)C